(4R,10bS)-N-[(3S,4R)-4-fluoropyrrolidin-3-yl]-4-methyl-2-(8-methyl-5-quinolinyl)-3,4,6,10b-tetrahydro-1H-pyrazino[2,1-a]isoindol-8-amine F[C@H]1[C@H](CNC1)NC=1C=C2CN3[C@@H](C2=CC1)CN(C[C@H]3C)C3=C1C=CC=NC1=C(C=C3)C